5-[1-(2H3)methyl-1H-pyrazol-4-yl]pyridin-3-ol hydrochloride Cl.C(N1N=CC(=C1)C=1C=C(C=NC1)O)([2H])([2H])[2H]